ClC=1N=C(N(C1Cl)COCC[Si](C)(C)C)[Si](C)(C)C 4,5-dichloro-2-(trimethylsilyl)-1-{[2-(trimethylsilyl)ethoxy]methyl}imidazole